(S)-2-amino-3-(naphthalen-2-yl)propionic acid tert-butyl ester C(C)(C)(C)OC([C@H](CC1=CC2=CC=CC=C2C=C1)N)=O